NC=1C=CC=C2C(=CC=NC12)N(CCCNC(OC(C)(C)C)=O)C tert-butyl N-[3-[(8-amino-4-quinolyl)-methyl-amino]propyl]carbamate